6-(pyridin-2-yl)pyrazine N1=C(C=CC=C1)C1=CN=CC=N1